C(CCC)[Sn](C1=CC=C(C=N1)N1CCN(CC1)C(C)=O)(CCCC)CCCC 1-[4-(6-tributylstannyl-3-pyridinyl)piperazin-1-yl]ethanone